[Li].C(C1=CC=CC=C1)(=O)CC(C1=CC=CC=C1)=O dibenzoyl-methane lithium salt